N-[(6-Amino-2-pyridyl)sulfonyl]-6-(6-isopropoxy-3-pyridyl)-2-[3-(trifluoromethyl)-1-piperidyl]pyridin-3-carboxamid NC1=CC=CC(=N1)S(=O)(=O)NC(=O)C=1C(=NC(=CC1)C=1C=NC(=CC1)OC(C)C)N1CC(CCC1)C(F)(F)F